2-Chloro-5-[[(3R,4R)-4-[4-chloro-2-(5-fluoro-2-pyridyl)-1H-imidazol-5-yl]-3-methyl-1-piperidyl]sulfonyl]pyrimidine ClC1=NC=C(C=N1)S(=O)(=O)N1C[C@@H]([C@@H](CC1)C1=C(N=C(N1)C1=NC=C(C=C1)F)Cl)C